6-(6-(1-((1S,3R,4S,5R)-4-fluoro-1-methyl-8-azabicyclo[3.2.1]octan-3-yl)vinyl)pyridazin-3-yl)isoquinolin-7-ol F[C@H]1[C@H](C[C@@]2(CC[C@H]1N2)C)C(=C)C2=CC=C(N=N2)C=2C=C1C=CN=CC1=CC2O